Benzyl (2S,3S)-3-amino-6-bromo-2-(((tert-butyldimethylsilyl)oxy)methyl)indoline-1-carboxylate N[C@@H]1[C@H](N(C2=CC(=CC=C12)Br)C(=O)OCC1=CC=CC=C1)CO[Si](C)(C)C(C)(C)C